2-Amino-4-[5-chloro-7-[(3S)-tetrahydrofuran-3-yl]oxy-1,3-dihydrofuro[3,4-f]quinolin-4-yl]-7-fluoro-benzothiophene-3-carbonitrile NC=1SC2=C(C1C#N)C(=CC=C2F)C2=C1C(=C3C=CC(=NC3=C2Cl)O[C@@H]2COCC2)COC1